OC1=NN(C=C1)C1=CC(=CC=C1)Br 3-hydroxy-N-(3-bromophenyl)pyrazole